COC1=C(C=CC=C1)NC(CC1=NOC(=N1)CN1C(N(C(C1=O)=O)CC1COCC1)=O)=O N-(2-methoxyphenyl)-2-(5-((2,4,5-trioxo-3-((tetrahydrofuran-3-yl)methyl)imidazolidin-1-yl)methyl)-1,2,4-oxadiazol-3-yl)acetamide